2-((3,5-dicyano-4-ethyl-6-(4-methyl-1,4-diazepan-1-yl)pyridin-2-yl)thio)-2-(4-methoxypyridin-2-yl)acetamide C(#N)C=1C(=NC(=C(C1CC)C#N)N1CCN(CCC1)C)SC(C(=O)N)C1=NC=CC(=C1)OC